C(CCCCCCCCCCCCCCCCC)(=O)N[C@@H](CCC(=O)[O-])C(=O)[O-].[Na+].[Na+] disodium N-stearoyl-L-glutamate